C(CCCCCCC(=O)OC(CCCCCCCCC)C)(=O)[O-] O8-(1-methyldecyl) octanedioate